1-N'-[2-chloro-4-(6,7-dimethoxypyrido[3,2-d]pyrimidin-4-yl)oxyphenyl]-1-N-(4-fluorophenyl)cyclopropane-1,1-dicarboxamide ClC1=C(C=CC(=C1)OC=1C2=C(N=CN1)C=C(C(=N2)OC)OC)NC(=O)C2(CC2)C(=O)NC2=CC=C(C=C2)F